N-ethyl-2-oxo-N-(p-tolyl)propionamide C(C)N(C(C(C)=O)=O)C1=CC=C(C=C1)C